(pyridin-2-yl)methyl 2-(3-cyano-1-isopropyl-1H-indol-5-yl)-2H-1,2,3-triazole-4-carboxylate C(#N)C1=CN(C2=CC=C(C=C12)N1N=CC(=N1)C(=O)OCC1=NC=CC=C1)C(C)C